(E)-ethyl 2-(hydroxyimino)-3-oxo-3-(4-phenoxyphenyl)propanoate O\N=C(\C(=O)OCC)/C(C1=CC=C(C=C1)OC1=CC=CC=C1)=O